BrC1=CC=C(C=C1)N=S1(CC(C1)(C)C)=O ((4-bromo-phenyl)imino)-3,3-dimethyl-1λ6-thietane-1-oxide